[C@@H]12N(C[C@@H](NC1)C2)C=2C(=C1C(=NC=NC1=CC2)NC2=C(C(=C(C=C2)OC(F)F)Cl)F)F 6-((1S,4S)-2,5-Diazabicyclo[2.2.1]heptan-2-yl)-N-(3-chloro-4-(difluoromethoxy)-2-fluorophenyl)-5-fluoroquinazolin-4-amine